C(C1=CC=CC=C1)OC[C@@H]1[C@H](C1)C(=O)OCC (1S,2S)-ethyl 2-((benzyloxy)methyl)cyclopropane-1-carboxylate